C1=CC=CC=2C3=CC=CC=C3C(C12)COC(=O)N1[C@@H](C[C@H](C1)NC(COCCNC(=O)OC(C)(C)C)=O)C(=O)O (2S,4R)-1-(((9H-fluoren-9-yl)methoxy)carbonyl)-4-(2-(2-((tert-butoxycarbonyl)amino)ethoxy)acetamido)pyrrolidine-2-carboxylic acid